FC=1C=CC=2N(C3=CC=C(C=C3C2C1)F)CC(CN1C(N(CC(C1)C)C)=O)O 1-(3-(3,6-difluoro-9H-carbazol-9-yl)-2-hydroxypropyl)-3,5-dimethyltetra-hydropyrimidin-2(1H)-one